FC1=C(C=C(C(=C1[C@H](CC(=O)OCC)NC(C(CC(C)C)N1C(C=C(C(=C1)CCN(C)C)C(F)(F)F)=O)=O)F)C)C1=C(C(=CC(=C1C)C)C)C (3S)-ethyl 3-(2,4-difluoro-2',3',5,5',6'-pentamethylbiphenyl-3-yl)-3-(2-(5-(2-(dimethylamino)ethyl)-2-oxo-4-(trifluoromethyl)pyridin-1(2H)-yl)-4-methylpentanamido)propanoate